[4-(phenylalanyl glycyl prolyl) benzyl]-3,7-bis(dimethylamino)-10H-phenothiazine-10-carboxylate N[C@@H](CC1=CC=CC=C1)C(=O)NCC(=O)N1[C@@H](CCC1)C(=O)C1=CC=C(COC(=O)N2C3=CC=C(C=C3SC=3C=C(C=CC23)N(C)C)N(C)C)C=C1